4-(4H-1,2,4-triazol-4-yl)-4H-1,2,4-triazol N=1N=CN(C1)N1C=NN=C1